4-[3,5-difluoro-3'-hydroxy-2'-(2-methyl-propenyl)-biphenyl-4-yloxy]-butyric acid ethyl ester C(C)OC(CCCOC1=C(C=C(C=C1F)C1=C(C(=CC=C1)O)C=C(C)C)F)=O